(RS)-2-(((1RS,4SR)-3,3-dimethyl-4-(4-(5,6,7,8-tetrahydro-1,8-naphthyridin-2-yl)butoxy)cyclopentyl)(methyl)amino)-2-((R)-4-methylchroman-5-yl)acetic acid CC1(C[C@H](C[C@@H]1OCCCCC1=NC=2NCCCC2C=C1)N([C@@H](C(=O)O)C1=C2[C@@H](CCOC2=CC=C1)C)C)C |&1:3,5,22|